ClC1=CC=C(C=C1)NC(CN(S(=O)(=O)C1=CC=CC=C1)CCCN1C=CC=C1)=O N-(4-chlorophenyl)-2-(N-(3-(pyrrol-1-yl)propyl)benzenesulfonamido)acetamide